C(#C)C1CCSCC1 4-ethynylthiane